FC1=CC=C(C=C1)C1CO1 4-Fluorophenyl-ethylene oxide